ClC=1C=C(OC2=CC(=C(C=C2)NC(OCC=2C(=C3C(N(CC3=CC2)C2C(NC(CC2)=O)=O)=O)OC)=O)F)C=CC1F [2-(2,6-dioxopiperidin-3-yl)-4-methoxy-3-oxo-2,3-dihydro-1H-isoindol-5-yl]methyl N-[4-(3-chloro-4-fluorophenoxy)-2-fluorophenyl]carbamate